diallyl 4,4'-disulfanediyldibutyrate S(SCCCC(=O)OCC=C)CCCC(=O)OCC=C